C(C1=CC=CC=C1)OC1=NC(=CC=C1C1=NN(C2=CC(=CC=C12)N[C@H]1CC[C@H](CC1)NC(OC(C)(C)C)=O)C)OCC1=CC=CC=C1 tert-butyl N-[cis-4-[[3-(2,6-dibenzyloxy-3-pyridyl)-1-methyl-indazol-6-yl]amino] cyclohexyl]carbamate